((3aR,4R,7S,7aR)-2,2-dimethyl-7-((6-(trifluoromethyl)pyrazin-2-yl)amino)tetrahydro-4H-[1,3]dioxolo[4,5-c]pyran-4-yl)methyl 4-methylbenzenesulfonate CC1=CC=C(C=C1)S(=O)(=O)OC[C@H]1OC[C@@H]([C@@H]2[C@H]1OC(O2)(C)C)NC2=NC(=CN=C2)C(F)(F)F